FC=1C=C(C=C(C1)F)[C@@H]1CC[C@H]2OC3(C(N21)=O)CCN(CC3)C3=CC(=NC=N3)C#N 6-[(5'S,7a'R)-5'-(3,5-difluorophenyl)-3'-oxotetrahydro-1H,3'H-spiro[piperidine-4,2'-pyrrolo[2,1-b][1,3]oxazol]-1-yl]pyrimidine-4-carbonitrile